ClC1=C2C=CNC2=CC(=C1)NC1=NC=CC(=C1C)N1CC(C1)(O)C1=CC=C(C=C1)C(F)(F)F 1-(2-((4-chloro-1H-indol-6-yl)amino)-3-methylpyridin-4-yl)-3-(4-(trifluoromethyl)phenyl)azetidin-3-ol